[N+](=O)([O-])C=1C=C(C=CC1)[C@@H](CC=1SC=NN1)C 2-[(2R)-2-(3-nitrophenyl)propyl]-1,3,4-thiadiazole